1,2,3,4-tetrahydroquinol methyl-5-bromo-2-(tetrahydro-2H-pyran-3-yl)-2H-indazole-3-carboxylate CC=1C2=C(N(N=C2C=CC1Br)C1COCCC1)C(=O)OC1CCC(O)C=C1